[Cl-].C(=O)(O)C1(CC2=CC=C(C=C2CC1)OC1=CC2=CC=CC=C2C=C1)[NH3+] 2-carboxy-6-(naphthalene-2-yloxy)-1,2,3,4-tetrahydronaphthalene-2-aminium chloride